N,N-dimethylmethylamine oxide C[N+](C)(C)[O-]